FC1=C(C=CC=C1OC)C=1C(=C2C(=NC(=NN2C1)C=1N(C=CN1)C)NC1CC(C1)OCCOC)C1=CC=CC=C1 (2-fluoro-3-methoxyphenyl)-N-((1r,3r)-3-(2-methoxyethoxy)cyclobutyl)-2-(1-methyl-1H-imidazol-2-yl)-5-phenylpyrrolo[2,1-f][1,2,4]triazin-4-amine